7-(benzyloxy)-1,2,3,4-tetrahydroisoquinoline C(C1=CC=CC=C1)OC1=CC=C2CCNCC2=C1